2,2'-methylenebis(4-t-pentyl-6-t-butylphenol) C(C1=C(C(=CC(=C1)C(C)(C)CC)C(C)(C)C)O)C1=C(C(=CC(=C1)C(C)(C)CC)C(C)(C)C)O